1-methyl-7-azaindole CN1C=CC2=CC=CN=C12